C(C)(C)(C)OC(N[C@H](C(=O)NC1=CC(=CC=C1)Cl)C(C)C)=O (S)-1-(3-chlorophenylamino)-3-methyl-1-oxobutan-2-ylcarbamic acid tert-butyl ester